N1=C(C=CC=2CCCNC12)CCCCCOC1CN(C1)C(C(=O)O)C=1C=C(C=C2CCOC(C12)(C)C)C 2-(3-((5-(5,6,7,8-tetrahydro-1,8-naphthyridin-2-yl)pentyl)oxy)azetidin-1-yl)-2-(1,1,6-trimethylisochroman-8-yl)acetic acid